N1(N=CC=C1)C1=CC=C(C=N1)N1CCN(CC1)CC1=CC(=NC=C1)NC(=O)NCC 1-(4-((4-(6-(1H-pyrazol-1-yl)pyridin-3-yl)piperazin-1-yl)methyl)pyridin-2-yl)-3-ethylurea